6-hydroxyhexanoyl phosphate P(=O)(OC(CCCCCO)=O)([O-])[O-]